tert-butyl ((1-fluoro-3-hydroxycyclobutyl)methyl)carbamate FC1(CC(C1)O)CNC(OC(C)(C)C)=O